6-methyl-1,4-diazepan-6-ol CC1(CNCCNC1)O